2-fluoro-5-methoxy-4-((4-((2-methyl-3-oxoisoindoline-4-yl)methyl)-5-(trifluoromethyl)pyrimidin-2-yl)amino)-N-(7-methyl-7-azaspiro[3.5]nonan-2-yl)benzamide FC1=C(C(=O)NC2CC3(C2)CCN(CC3)C)C=C(C(=C1)NC1=NC=C(C(=N1)CC1=C3C(N(CC3=CC=C1)C)=O)C(F)(F)F)OC